(3R,4R,5R)-3,4-dihydroxy-5-hydroxymethyl-piperidine O[C@@H]1CNC[C@@H]([C@H]1O)CO